C(C)OC=C(C(=O)OCC)C(=O)OCC diethyl 2-(ethoxymethylene)malonate